S1C=NC2=C1C=CC(=C2)NC2=C1C(=NC=C2)SC(=C1)C1=CCCN(C1C)C(COC)=O 1-(5-(4-(benzo[d]thiazol-5-ylamino)thieno[2,3-b]pyridin-2-yl)-6-methyl-3,6-dihydro-pyridin-1(2H)-yl)-2-methoxyethan-1-one